5-(2,5-Dioxooxolan-3-yl)-8-[2-hydroxy-2-[4-[[4-(3-oxo-3-phenylprop-1-enyl)phenoxy]methoxy]phenyl]ethoxy]-3a,4,5,9b-tetrahydrobenzo[e][2]benzofuran-1,3-dione O=C1OC(CC1C1CC2C(C(OC2=O)=O)C2=C1C=CC(=C2)OCC(C2=CC=C(C=C2)OCOC2=CC=C(C=C2)C=CC(C2=CC=CC=C2)=O)O)=O